FC1(C[C@@H](CC1)CO)F [(1R)-3,3-difluorocyclopentyl]methanol